para-aminobenzyl-para-nitrophenol NC1(CC(=C(C=C1)O)CC1=CC=CC=C1)[N+](=O)[O-]